2-(2,6-difluorophenyl)-N-(2,6-dimethylphenyl)-N-ethyl-acetamidine FC1=C(C(=CC=C1)F)CC(=N)N(CC)C1=C(C=CC=C1C)C